acrylate ((5-ethyl-1,3-dioxane-5-yl) methacrylate) C(C)C1(COCOC1)C=C(C(=O)O)C.C(C=C)(=O)O